methyl 2-(1-tert-butoxycarbonyl-4-piperidinyl)-7-isopropoxy-imidazo[1,2-a]pyridine-6-carboxylate C(C)(C)(C)OC(=O)N1CCC(CC1)C=1N=C2N(C=C(C(=C2)OC(C)C)C(=O)OC)C1